NC1CCC(CC1)C(=O)N1CCN(CC1)C1=CC=C(C=C1)[C@@H]1C(NC(CC1)=O)=O |r| (3RS)-3-(4-{4-[(1r*,4r*)-4-aminocyclohexanecarbonyl]piperazin-1-yl}phenyl)piperidine-2,6-dione